C(C)(C)OC(CC[Mg]Cl)OC(C)C 3,3-diisopropyloxypropyl-magnesium chloride